CC1=C(C=NC(=C1)C(F)(F)F)C1CCN(CC1)C=O {4-[4-methyl-6-(trifluoromethyl)pyridin-3-yl]piperidin-1-yl}methanone